C12CNCC(N1C1=C3CN(C(C3=CC(=C1F)F)=O)C1C(NC(CC1)=O)=O)C2 3-(4-(3,6-diazabicyclo[3.1.1]heptan-6-yl)-5,6-difluoro-1-oxoisoindolin-2-yl)piperidine-2,6-dione